1-(5-(4-amino-1-(2-methoxyethyl)-1H-pyrazolo[3,4-d]pyrimidin-3-yl)-4-fluoroindolin-1-yl)-2-(2-fluoro-5-(trifluoromethyl)phenyl)ethan-1-one NC1=C2C(=NC=N1)N(N=C2C=2C(=C1CCN(C1=CC2)C(CC2=C(C=CC(=C2)C(F)(F)F)F)=O)F)CCOC